C(CCC)(=O)OC=1C(=NC=CC1OC)C(N[C@@H](C)C1=NC(=NO1)C1=CC(=CC=C1)C(C)C)=O (S)-2-((1-(3-(3-isopropylphenyl)-1,2,4-oxadiazol-5-yl)ethyl)carbamoyl)-4-methoxypyridin-3-yl butyrate